ClC1=C(C=CC2=C3N(N=C12)CCN([C@@H]3C)C(CNC(OC(C)(C)C)=O)=O)Cl tert-butyl N-{2-[(1R)-7,8-dichloro-1-methyl-1H,3H,4H-pyrazino[1,2-b]indazol-2-yl]-2-oxoethyl}carbamate